B([O-])([O-])[O-].[Nd+3].[Fe+2] iron neodymium borate